NC1=C(C=CC(=C1)Cl)S 2-amino-4-chlorobenzenethiol